3-(5-((1-Cyclopropyl-3,3-difluoropiperidin-4-yl)oxy)pyridin-2-yl)-N-(3-isopropyl-pyridin-2-yl)-1,2,4-thiadiazol-5-amine C1(CC1)N1CC(C(CC1)OC=1C=CC(=NC1)C1=NSC(=N1)NC1=NC=CC=C1C(C)C)(F)F